ethyl methylsulfonate CS(=O)(=O)OCC